C(C)(C)(C)OC(C[C@H]1OC[C@@H](C1)O)=O (2s,4r)-4-hydroxytetrahydrofuran-2-acetic acid tert-butyl ester